3,3-dimethyl-4-oxo-piperidine-1-carboxylic acid benzyl ester C(C1=CC=CC=C1)OC(=O)N1CC(C(CC1)=O)(C)C